(S)-N-(2-Cyano-1-(3-(trifluoromethoxy)phenyl)ethyl)-2-(3,3-difluoro-1-hydroxycyclobutyl)acetamid C(#N)C[C@@H](C1=CC(=CC=C1)OC(F)(F)F)NC(CC1(CC(C1)(F)F)O)=O